C(C)C1=C(N=CC(=N1)C(=O)N)C 6-ethyl-5-methyl-pyrazine-2-carboxamide